3-(2-(Cyclopentyl((cyclopentylmethyl)thio)methoxy)-2,2-diphenylacetoxy)spiro[bicyclo[3.2.1]octane-8,1'-pyrrolidin]-8-ium formate C(=O)[O-].C1(CCCC1)C(OC(C(=O)OC1CC2CCC(C1)[N+]21CCCC1)(C1=CC=CC=C1)C1=CC=CC=C1)SCC1CCCC1